6-bromo-4-methyl-2-oxo-1H-1,8-naphthyridine-3-carboxylic acid ethyl ester C(C)OC(=O)C=1C(NC2=NC=C(C=C2C1C)Br)=O